(S)-N-(1-(3-chlorophenyl)-2,2-difluoroethyl)-3-(pyrrolidin-1-yl)propanamide ClC=1C=C(C=CC1)[C@@H](C(F)F)NC(CCN1CCCC1)=O